Isopropyl ((S)-(((2R,3S,5R)-5-(6-amino-2-fluoro-9H-purin-9-yl)-2-ethynyl-3-(((heptyloxy)carbonyl)oxy)tetrahydro-furan-2-yl)methoxy)(phenoxy)phosphoryl)-L-phenylalaninate NC1=C2N=CN(C2=NC(=N1)F)[C@H]1C[C@@H]([C@@](O1)(C#C)CO[P@](=O)(OC1=CC=CC=C1)N[C@@H](CC1=CC=CC=C1)C(=O)OC(C)C)OC(=O)OCCCCCCC